Methyl (2R)-2-{[(tert-butoxy)carbonyl]amino}-3-fluoro-2-methylpropanoate C(C)(C)(C)OC(=O)N[C@](C(=O)OC)(CF)C